3-[5-[1-(2-fluoro-6-methyl-phenyl)-piperidin-4-yl]-6-oxo-7-(2-trifluoromethyl-benzyl)-4,5,6,7-tetrahydro-pyrazolo[3,4-d]pyrimidin-2-yl]-2-methyl-propionitrile FC1=C(C(=CC=C1)C)N1CCC(CC1)N1C(N(C=2C(C1)=CN(N2)CC(C#N)C)CC2=C(C=CC=C2)C(F)(F)F)=O